Tert-Butyl 6-[[3-(trifluoromethyl)-1,2,4-oxadiazol-5-yl]methyl]-2-azaspiro[3.3]heptane-2-carboxylate FC(C1=NOC(=N1)CC1CC2(CN(C2)C(=O)OC(C)(C)C)C1)(F)F